beta-ethyl-alpha-methyl-3-(methoxy)phenylpropionic acid C(C)CC(C(=O)O)(C)C1=CC(=CC=C1)OC